5-(4-(4-(4-amino-3-(4-phenoxyphenyl)-1H-pyrazolo[3,4-d]pyrimidin-1-yl)piperidine-1-carbonyl)piperazin-1-yl)-2-(2,6-dioxopiperidin-3-yl)isoindoline-1,3-dione NC1=C2C(=NC=N1)N(N=C2C2=CC=C(C=C2)OC2=CC=CC=C2)C2CCN(CC2)C(=O)N2CCN(CC2)C=2C=C1C(N(C(C1=CC2)=O)C2C(NC(CC2)=O)=O)=O